COC=1C=C(C=C(C1)OCCC)B(O)O 3-METHOXY-5-PROPOXYPHENYLBORONIC ACID